3-tert-butoxycarbonyl-aminoazetidine C(C)(C)(C)OC(=O)C1CN(C1)N